Cyclopropylmethyl (S)-3-cyclopropyl-2-(2-((S)-5-oxo-1-(2,3,5-trifluorobenzyl)pyrrolidin-2-yl)acetamido)propanoate C1(CC1)C[C@@H](C(=O)OCC1CC1)NC(C[C@H]1N(C(CC1)=O)CC1=C(C(=CC(=C1)F)F)F)=O